1-((1R,5R)-6-(7-(8-chloro-7-fluoronaphthalen-1-yl)-2-(((S)-1-methylpyrrolidin-2-yl)methoxy)pyridino[2,3-d]pyrimidin-4-yl)-2,6-diazabicyclo[3.2.0]hept-2-yl)-2-fluoroprop-2-en-1-one ClC=1C(=CC=C2C=CC=C(C12)C=1C=CC2=C(N=C(N=C2N2[C@@H]3CCN([C@@H]3C2)C(C(=C)F)=O)OC[C@H]2N(CCC2)C)N1)F